[Na].C(C)(=O)OCCC 3-acetoxypropane sodium